C(C)(C)(C)OC(=O)NCCCOCC(=O)OCC ethyl 2-[3-(tert-butoxycarbonylamino)propoxy]acetate